C(CC)OC(C(C(C(=O)OCCC)CCC)CCC)=O.CC1=C(C(NC(=C1)C)=O)CNC(=O)C=1C(=C(N2C=C(C=C2C1)C=1N=CSC1)C(C)N1CCOCC1)C N-((4,6-dimethyl-2-oxo-1,2-dihydropyridin-3-yl)methyl)-6-methyl-5-(1-morpholinoethyl)-2-(thiazol-4-yl)indolizine-7-amide di-n-propyl-2,3-di-n-propylsuccinate